5-bromo-2-(3-chlorophenyl)oxazole methyl-(S)-2-((R)-N-benzyl-2-((tert-butoxycarbonyl)amino)butanamido)butanoate COC([C@H](CC)N(C([C@@H](CC)NC(=O)OC(C)(C)C)=O)CC1=CC=CC=C1)=O.BrC1=CN=C(O1)C1=CC(=CC=C1)Cl